5-(4-cyclohexylphenyl)-3-[3-(fluoromethyl)azetidine-1-carbonyl]-N,N-dimethyl-7-oxo-4H-pyrazolo[1,5-a]pyrimidine-2-carboxamide C1(CCCCC1)C1=CC=C(C=C1)C=1NC=2N(C(C1)=O)N=C(C2C(=O)N2CC(C2)CF)C(=O)N(C)C